FC1=C2C[C@H](N([C@@H](C2=CC=C1NS(=O)(=O)CC)C1=NC=C(C=C1)NC1CN(C1)CCCF)CC(F)(F)F)C N-((1S,3R)-5-fluoro-1-(5-((1-(3-fluoropropyl)azetidin-3-yl)amino)pyridin-2-yl)-3-methyl-2-(2,2,2-trifluoroethyl)-1,2,3,4-tetrahydroisoquinolin-6-yl)ethanesulfonamid